C(C)(C)(C)OC(=O)N1C[C@H]([C@@H](CC1)O)NC1=C(C(=C(C=C1)[N+](=O)[O-])C#N)Br.ClC1=C(C=C(C=C1)Cl)S(=O)(=O)NC=1C(=C(C(=CC1)F)C1=C2C=NC(=NC2=CC=C1)CC(C(=O)N)(C)C)F (5-(3-(2,5-dichlorophenylsulfonamido)-2,6-difluorophenyl)quinazolin-2-yl)pivaloamide trans-tert-butyl-3-((2-bromo-3-cyano-4-nitrophenyl)amino)-4-hydroxypiperidine-1-carboxylate